N-((2S,3S)-1-(cyclobutylcarbonyl)-2-((3'-methylbiphenyl-3-yl)methyl)pyrrolidin-3-yl)methanesulfonamide C1(CCC1)C(=O)N1[C@H]([C@H](CC1)NS(=O)(=O)C)CC=1C=C(C=CC1)C1=CC(=CC=C1)C